1-(4-bromophenyl)ethane BrC1=CC=C(C=C1)CC